C(#N)C(C)CCCC(C)C#N 2,6-Dicyanoheptan